methyl (2S,3R)-3-cyclopropyl-2-methyl-3-(2-(piperidin-4-yl)chroman-7-yl)propanoate C1(CC1)[C@H]([C@@H](C(=O)OC)C)C1=CC=C2CCC(OC2=C1)C1CCNCC1